N-(4-(((1-methylpiperidin-4-yl)oxy)methyl)benzyl)isoquinolin-6-amine CN1CCC(CC1)OCC1=CC=C(CNC=2C=C3C=CN=CC3=CC2)C=C1